4-(4-((4-((4-chloro-5-(trifluoromethyl)pyrimidin-2-yl)amino)-3-methoxyphenyl)amino)piperidin-1-yl)adamantan-1-ol ClC1=NC(=NC=C1C(F)(F)F)NC1=C(C=C(C=C1)NC1CCN(CC1)C1C2CC3(CC(CC1C3)C2)O)OC